FC1(CC(C1)CO[C@H]1CN(CCC1)C1CCN(CC1)C=1SC(=CN1)C(=O)NCC1=NC=C(C=C1F)F)F 2-{(3R)-3-[(3,3-Difluorocyclobutyl)methoxy][1,4'-Bipiperidinyl]-1'-yl}-N-[(3,5-Difluoropyridin-2-yl)methyl]-1,3-thiazole-5-carboxamide